O=C(C(=O)O)CCCNC(=N)N α-keto-δ-guanidinovaleric acid